C(C)(C)(C)OC(=O)N1C[C@@H](CCC1)NC1=NN=C(C2=CC=C(C=C12)C)C1=C(C=C(C=C1)Br)OC (R)-3-((4-(4-bromo-2-methoxyphenyl)-7-methylphthalazin-1-yl)amino)piperidine-1-carboxylic acid tert-butyl ester